4-(6-(1-chloroethyl)-2-(3-(m-tolyl)-1H-pyrazol-1-yl)thieno[3,2-d]pyrimidin-4-yl)morpholine ClC(C)C1=CC=2N=C(N=C(C2S1)N1CCOCC1)N1N=C(C=C1)C=1C=C(C=CC1)C